C(CCCCC)(=O)[O-] hexanoat